C1(=CC=CC=C1)C#CCN 3-phenyl-2-propynylamine